COC(CCC(C#C[Si](C)(C)C)O)=O 4-hydroxy-6-(trimethylsilyl)hex-5-ynoic acid methyl ester